tert-butyldiphenyl(((1r,4r)-4-(2-((tetrahydro-2H-pyran-2-yl)oxy)ethyl)cyclohexyl)methoxy)silane C(C)(C)(C)[Si](OCC1CCC(CC1)CCOC1OCCCC1)(C1=CC=CC=C1)C1=CC=CC=C1